(3aR,5s,6aS)-2-(1-(tetrahydro-2H-pyran-4-yl)ethyl-1-d)-N-(6-(2,3,5-trifluorophenyl)pyridazin-3-yl)octahydrocyclopenta[c]pyrrol-5-amine O1CCC(CC1)C(C)([2H])N1C[C@@H]2[C@H](C1)CC(C2)NC=2N=NC(=CC2)C2=C(C(=CC(=C2)F)F)F